NC1=C(SC2=NC(=CC=C21)OC)C(=O)N[C@@H]2CC1=CC=C(C=C1CC2)N2C[C@@H]([C@H](C2)OC)N 3-amino-N-[(2S)-6-[(3S,4S)-3-amino-4-methoxypyrrolidin-1-yl]-1,2,3,4-tetrahydronaphthalen-2-yl]-6-methoxythieno[2,3-b]pyridine-2-carboxamide